NC1=C(C(=O)O)C=C(C(=N1)C(F)(F)F)F amino-5-fluoro-6-(trifluoromethyl)nicotinic acid